CC1=C(C=NC=2OCCNC21)N2CC=1C=C(N=CC1CC2)NC2=CC=C(C=C2)[C@@H]2S(CCC2)(=O)=O (R)-2-(4-((6-(8-methyl-2,3-dihydro-1H-pyrido[2,3-b][1,4]oxazin-7-yl)-5,6,7,8-tetrahydro-2,6-naphthyridin-3-yl)amino)phenyl)tetrahydrothiophene 1,1-dioxide